ClC=1C(=C(C=CC1OCCN1CCOCC1)C1=C2C(=CN=C1C1=CC(=CC=C1)OC)SN=C2O[C@@H](C(=O)O)CC2=C(C=CC=C2)OCC2=NC(=NC=C2)C2=C(C=CC=C2)OC)C (2R)-2-[4-[3-chloro-2-methyl-4-(2-morpholinoethoxy)phenyl]-5-(3-methoxyphenyl)isothiazolo[5,4-c]pyridin-3-yl]oxy-3-[2-[[2-(2-methoxyphenyl)pyrimidin-4-yl]methoxy]phenyl]propanoic acid